2-[[(1R,2R)-2-methoxycyclopentyl]amino]-1-methyl-4H-imidazol-5-one CO[C@H]1[C@@H](CCC1)NC=1N(C(CN1)=O)C